[Cl-].[NH+]1=NC=CC=C1 pyridazinium chloride